CC(C)(C1=CC=C(C=C1)O)C2=CC=CC=C2O 2,4'-bisphenol A